p-menth-8(9)-en-2-yl-acetate C1(C(CC(CC1)C(=C)C)CC(=O)[O-])C